C(CCC)C(COC)(COC)CCC(C)C 2-butyl-2-isopentyl-1,3-dimethoxypropane